CN1CCN(CC1)N1C=C(C(C2=CC=CC=C12)=O)C(=O)O (4-methylpiperazinyl)-4-oxo-1,4-dihydroquinoline-3-carboxylic acid